F[C@@H]1[C@@H](O[C@@H]([C@H]1O)CO)N1C2=NC=NC(=C2N=C1)N 9-(2-Deoxy-2-fluoro-β-D-arabinofuranosyl)adenine